(6R)-6-({7-cyano-2-[1-(difluoromethyl)-1H-pyrazol-4-yl][1,2,4]triazolo[1,5-c]quinazolin-5-yl}amino)-5-oxo-1,4-diazacycloheptane-1-carboxylic acid benzyl ester C(C1=CC=CC=C1)OC(=O)N1CCNC([C@@H](C1)NC1=NC=2C(=CC=CC2C=2N1N=C(N2)C=2C=NN(C2)C(F)F)C#N)=O